CN1N=CC(=C1)B1OC(C(O1)(C)C)(C)C 1-Methyl-4-(4,4,5,5-tetramethyl-1,3,2-dioxaborol-2-yl)-1H-pyrazole